8-chloro-1-(4,4-difluoro-1-methylpyrrolidin-3-yl)-2-{[4-(methoxymethyl)-1H-1,2,3-triazol-1-yl]methyl}-1H-imidazo[4,5-c]quinoline, trifluoroacetate salt FC(C(=O)O)(F)F.ClC1=CC=2C3=C(C=NC2C=C1)N=C(N3C3CN(CC3(F)F)C)CN3N=NC(=C3)COC